NC1CCN(CC1)C1=C(C(=NC=C1C1=CC(=CC(=C1)OC)F)N)C1=NC2=C(N1)C(=CC(=C2)F)F 4-(4-aminopiperidin-1-yl)-3-(5,7-difluoro-1H-1,3-benzodiazol-2-yl)-5-(3-fluoro-5-methoxyphenyl)pyridin-2-amine